S-(β-aminoethyl)l-cysteine NCCSC[C@H](N)C(=O)O